N-((9S)-9-ethyl-5-fluoro-9-hydroxy-4-methoxy-10,13-dioxo-2,3,9,10,13,15-hexahydro-1H,12H-benzo[de]pyrano[3',4':6,7]indolizino[1,2-b]quinolin-1-yl)acetamide C(C)[C@]1(C(OCC=2C(N3CC=4C(=NC=5C=C(C(=C6C5C4C(CC6)NC(C)=O)OC)F)C3=CC21)=O)=O)O